OC(C)(C)C1=CC=C(C=N1)C(C)N1C(C=2N([C@@H](C1)C)N=C1C2CN[C@@H](C1)C)=O (3r,7r)-9-(1-(6-(2-hydroxy-prop-2-yl)pyridin-3-yl)ethyl)-3,7-dimethyl-1,2,3,4,8,9-hexahydropyrido[4',3':3,4]Pyrazolo[1,5-a]Pyrazin-10(7H)-one